FC1=C2C(=C(N(C2=CC=C1O)C1=CC(=C(C=C1)F)C)C(C)C)C#N fluoro-1-(4-fluoro-3-methylphenyl)-5-hydroxy-2-isopropyl-1H-indole-3-carbonitrile